aniline compound with sodium nitrite N(=O)[O-].[Na+].NC1=CC=CC=C1